3-chloro-2,4-difluorobromobenzene C1=CC(=C(C(=C1F)Cl)F)Br